C1(CC1)N(CCCCC1=NC=2NCCCC2C=C1)C(C(=O)O)CC (cyclopropyl(4-(5,6,7,8-tetrahydro-1,8-naphthyridin-2-yl)butyl)amino)butanoic acid